COC=1C=C(N)C=CC1OCC1=CC=C(C=C1)C(F)(F)F 3-methoxy-4-(4-(trifluoromethyl)benzyloxy)aniline